ClC=1C(=NC=CC1)N(C(=O)N1CCC2(CC1)C=NC1=CC=CC=C12)[C@H]1CNCCC1 (R)-N-(3-chloropyridin-2-yl)-N-(piperidin-3-yl)spiro[indole-3,4'-piperidine]-1'-carboxamide